tert-butyl 5-(((R)-tert-butylsulfinyl) amino)-5,7-dihydrospiro[cyclopenta[b]pyridine-6,4'-piperidine]-1'-carboxylate C(C)(C)(C)[S@@](=O)NC1C=2C(=NC=CC2)CC12CCN(CC2)C(=O)OC(C)(C)C